(trans)-cyclohexane-1,4-dicarboxylic acid [C@H]1(CC[C@H](CC1)C(=O)O)C(=O)O